C(C=C)(=O)N1CC(CC1)C=1C=C(N2C=NC=CC21)C2=C(C=C(C(=O)NC1=NC=CC(=C1)C#N)C=C2)F 4-(5-(1-acryloylpyrrolidin-3-yl)pyrrolo[1,2-c]pyrimidin-7-yl)-N-(4-cyanopyridin-2-yl)-3-fluorobenzamide